2-bromo-1-phenyl-1H-benzo[d]imidazole BrC1=NC2=C(N1C1=CC=CC=C1)C=CC=C2